C(CCC(=O)O)(=O)O.C(C(C)C)N(CCCN1CCN(CC1)CCCNC1=NC2=C(N1)C=CC=C2)CC(C)C.C(CCC(=O)O)(=O)O.C(CCC(=O)O)(=O)O.C(C(C)C)N(CC(C)C)CCCN2CCN(CC2)CCCNC2=NC1=C(N2)C=CC=C1 N-(3-(4-(3-(diisobutylamino)propyl)piperazin-1-yl)propyl)-1H-benzo[d]imidazol-2-amine sesqui-succinate